(E)-4-(3-(6-fluoro-8-(methylamino)-2-oxo-1,2-dihydroquinolin-3-yl)-3-oxoprop-1-en-1-yl)-3-((methyl(pentyl)amino)methyl)benzoic acid FC=1C=C2C=C(C(NC2=C(C1)NC)=O)C(/C=C/C1=C(C=C(C(=O)O)C=C1)CN(CCCCC)C)=O